CC(C(=O)OC)(C)OC1=C2CCNCC2=CC=C1 methyl 2-methyl-2-((1,2,3,4-tetrahydroisoquinolin-5-yl)oxy)propanoate